Bis(t-butyl-peroxyisopropyl)benzene C(C)(C)(C)OOC(C)(C)C1=C(C=CC=C1)C(C)(C)OOC(C)(C)C